C(C)(C)(C)OC(=O)N1CC(N(CC1)CC1=CC=C(C=C1)Br)=O 4-(4-bromobenzyl)-3-oxopiperazine-1-carboxylic acid tert-butyl ester